[Al].ClC1=C2C=CC=NC2=C(C(=C1)Cl)O.ClC1=C2C=CC=NC2=C(C(=C1)Cl)O.ClC1=C2C=CC=NC2=C(C(=C1)Cl)O tris(5,7-dichloro-8-hydroxyquinoline) aluminum